(P)-6-(4-(4-(aminomethyl)-8-ethoxy-1-oxo-1,2-dihydrophthalazin-6-yl)-1-methyl-1H-pyrazol-5-yl)-3-chloro-7-fluoro-8-methylquinoline-5-carbonitrile NCC1=NNC(C2=C(C=C(C=C12)C=1C=NN(C1C1=C(C=2C=C(C=NC2C(=C1F)C)Cl)C#N)C)OCC)=O